FC(OC=1C=C(C=CC1)N1C(C(C2=CC(=CC=C12)C(=O)NC1CS(C(C1)C)(=O)=O)(C)C)=O)F 1-[3-(difluoromethoxy)phenyl]-3,3-dimethyl-N-(5-methyl-1,1-dioxo-thiolan-3-yl)-2-oxo-indoline-5-carboxamide